C(#N)C1=CC=C(C=C1)[C@H]1[C@@H](CNC1)CC1=C2C=CN(C2=C(C=C1C1CC1)C)C(=O)OC(C)(C)C |r| Racemic-tert-butyl 4-(((3S,4R)-4-(4-cyanophenyl) pyrrolidin-3-yl) methyl)-5-cyclopropyl-7-methyl-1H-indole-1-carboxylate